C(C)(C)C=1C=C(C=O)C=CC1C=O 3-isopropylterephthalaldehyde